(3aS,4S,6aS)-N-(3-chloro-4-fluorophenyl)-N,2,2-trimethyl-6-oxo-tetrahydro-3aH-[1,3]dioxolo[4,5-c]pyrrole-4-carboxamide ClC=1C=C(C=CC1F)N(C(=O)[C@@H]1[C@H]2[C@@H](C(N1)=O)OC(O2)(C)C)C